CC(C)SC(C)C 2,4-dimethyl-3-thiapentane